ClC1=CC=C(C=N1)C1=NNC=2C=CC(=NC21)O[C@H](C)C2=C(C=NC=C2Cl)Cl (R)-3-(6-chloropyridin-3-yl)-5-(1-(3,5-dichloropyridin-4-yl)ethoxy)-1H-pyrazolopyridine